C(C)(C)C=1C(=NNC1C=1C=C(C=2N(C1)N=CN2)C)C=2SC=1CN(CCC1N2)CC(C)(O)C 1-(2-(4-isopropyl-5-(8-methyl-[1,2,4]triazolo[1,5-a]pyridin-6-yl)-1H-pyrazol-3-yl)-6,7-dihydrothiazolo[5,4-c]pyridin-5(4H)-yl)-2-methylpropan-2-ol